C(C1=CC=CC=C1)OC1CNCCO1 2-benzyloxymorpholine